FC=1C=NC=CC1NC=1C=NC=2CC(N(C(C2C1)([2H])[2H])C1=C(C=C(N=N1)C#N)C)([2H])[2H] 6-(3-((3-fluoropyridin-4-yl)amino)-7,8-dihydro-1,6-naphthyridin-6(5H)-yl-5,5,7,7-d4)-5-methylpyridazine-3-carbonitrile